(R)-N-(4-(1-(5-(6-ethoxypyrazin-2-yl)thiazole-2-carbonyl)piperazin-2-yl)pyrimidin-2-yl)cyclopropanesulfonamide C(C)OC1=CN=CC(=N1)C1=CN=C(S1)C(=O)N1[C@H](CNCC1)C1=NC(=NC=C1)NS(=O)(=O)C1CC1